(R,S)-7-(3-(2-(1H-Pyrrolo[2,3-b]pyridin-3-yl)thiazol-4-yl)phenyl)-6,6-dimethyl-6,7-dihydro-5H-cyclopenta[d]pyridin-7-ol Sodium hydroxide [OH-].[Na+].N1C=C(C=2C1=NC=CC2)C=2SC=C(N2)C=2C=C(C=CC2)[C@@]2(C(CC1=CC=NC=C12)(C)C)O